5-[5-methyl-3-(trifluoromethyl)-1H-pyrazol-1-yl]pyridine-2-carbonitrile CC1=CC(=NN1C=1C=CC(=NC1)C#N)C(F)(F)F